C(C)NC=1N=CC(=C2C=C(N=CC12)NC(=O)C1CC1)B1OC(C(O1)(C)C)(C)C N-(8-(ethylamino)-5-(4,4,5,5-tetramethyl-1,3,2-dioxaborolan-2-yl)-2,7-naphthyridin-3-yl)cyclopropanecarboxamide